BrC=1C=NC(=NC1)N1CCC(CC1)NC(OC(C)(C)C)=O tert-butyl [1-(5-bromo-2-pyrimidinyl)-4-piperidyl]carbamate